ClC=1C=C(C=CC1)C=1N=C(C2=C(N1)NC=C2N2CCCC2)OC (3-chlorophenyl)-4-methoxy-5-(pyrrolidin-1-yl)-7H-pyrrolo[2,3-d]pyrimidine